The molecule is a phosphoamino acid consisting of creatine having a phospho group attached at the primary nitrogen of the guanidino group. It has a role as a human metabolite and a mouse metabolite. It is a phosphoamino acid and a phosphagen. It derives from a creatine. It is a conjugate acid of a N-phosphocreatinate(2-). CN(CC(=O)O)/C(=N/P(=O)(O)O)/N